2-(2-chlorophenyl)-5-(7-((2-methoxyethoxy)methyl)-1,2,3,4-tetrahydronaphthalen-2-yl)-3-methyl-4,5,6,7-tetrahydro-3H-imidazo[4,5-c]pyridine ClC1=C(C=CC=C1)C1=NC2=C(CN(CC2)C2CC3=CC(=CC=C3CC2)COCCOC)N1C